rac-(R)-1-(5-((R)-2,6-dioxopiperidin-3-yl)pyridin-2-yl)pyrrolidin O=C1NC(CC[C@@H]1C=1C=CC(=NC1)N1CCCC1)=O